4-[(1-butyl-2,5-dioxopyrrolidin-3-yl)methyl]benzene-1,3-diyl diacetate C(C)(=O)OC1=CC(=C(C=C1)CC1C(N(C(C1)=O)CCCC)=O)OC(C)=O